C12C3C(OC(CC3C(C(OC1=O)=O)C2)=O)=O 4,10-dioxatricyclo[6.3.1.02,7]dodecane-3,5,9,11-tetrone